N-((1S)-1-cyclohexyl-2-((2-((R)-4-isopropyl-2-oxoimidazolidin-1-yl)-2-(methylcarbamoyl)-2,3-dihydro-1H-inden-5-yl)amino)-2-oxoethyl)-4-methyl-1,2,5-oxadiazole-3-carboxamide C1(CCCCC1)[C@@H](C(=O)NC=1C=C2CC(CC2=CC1)(C(NC)=O)N1C(N[C@@H](C1)C(C)C)=O)NC(=O)C1=NON=C1C